C(CCCCCCC=CCC=CCC=CCCC=CC)(=O)O 8,11,14,18-eicosatetraenoic acid